[Br-].C(C)[P+](CC(=O)NC1=C(SC=C1C)C(=O)OC)(CC)CC triethyl(2-((2-(methoxycarbonyl)-4-methylthiophen-3-yl)amino)-2-oxoethyl)phosphonium bromide